C(C)N(CCCNC(=O)C1=CC2=C(N3C(S2)=NC(=C3)N3CCOCC3)C=C1)CC N-(3-(diethylamino)propyl)-2-morpholinobenzo[d]imidazo[2,1-b]thiazole-7-carboxamide